COC=1C=C2C(=NC1C=1C(=C(C=CC1)CC#N)C)C(=NN2)C=2C=NC(=CC2)N2CCOCC2 2-(3-(6-Methoxy-3-(6-morpholinopyridin-3-yl)-1H-pyrazolo[4,3-b]pyridin-5-yl)-2-methylphenyl)acetonitrile